(R)-3-(2-hydroxyethyl)pyrroline-1-carboxylic acid tert-butyl ester C(C)(C)(C)OC(=O)N1C=C(CC1)CCO